FC=1C=C2C(=CN(C2=CC1C=1C=NC=CC1F)CC(C)(C)C)C(C)NS(=O)(=O)C1CC1 N-(1-(5-fluoro-6-(4-fluoropyridin-3-yl)-1-neopentyl-1H-indol-3-yl)ethyl)cyclopropanesulfonamide